FC1([C@@H](CN2C(N(C=C21)C2=NOC1=C2C(=CC(=C1)COC)C1=C(C=C(C=C1F)F)F)=O)NS(=O)(=O)C)F N-{(6R)-7,7-difluoro-2-[6-(methoxymethyl)-4-(2,4,6-trifluorophenyl)-1,2-benzoxazol-3-yl]-3-oxo-2,5,6,7-tetrahydro-3H-pyrrolo[1,2-c]imidazol-6-yl}methanesulfonamide